C(CCCCC)(=O)N(CC(=O)O)CC#C caproyl-propargyl-glycine